FC(CN1N=C(C=2C1=NC(=NC2)N2CC1(CC2)CN(CC1)C1=CC(=NC=C1)C(F)(F)F)C)F 2-[1-(2,2-difluoroethyl)-3-methyl-1H-pyrazolo[3,4-d]pyrimidin-6-yl]-7-[2-(trifluoromethyl)pyridin-4-yl]-2,7-diazaspiro[4.4]nonane